N1CC(CC1)C=O pyrrolidine-3-carbaldehyde